methyl 2-(5-(2-(dimethylamino)ethyl)-4-fluoro-2-oxopyridin-1(2H)yl)-4-methylpentanoate CN(CCC=1C(=CC(N(C1)C(C(=O)OC)CC(C)C)=O)F)C